1-(bis(dimethylamino)methylene)-1H-1,2,3-triazolo[4,5-b]pyridinium 3-oxide hexafluorophosphate F[P-](F)(F)(F)(F)F.CN(C)C(=[N+]1N=[N+](C2=NC=CC=C21)[O-])N(C)C